NC1=NC=C2N(C(N(C2=N1)[C@@H]1O[C@@H](C[C@H]1O)CO)=O)CC(=O)O 2-(2-amino-9-((2R,3R,5S)-3-hydroxy-5-(hydroxymethyl)tetrahydrofuran-2-yl)-8-oxo-8,9-dihydro-7H-purin-7-yl)acetic acid